C(CCCC)/C(=C/C(=O)OCCCCN(CCCCOC(C=C(CCCCCCCCCC)CCCCC)=O)CCCO)/CCCCCCCCCC ((3-hydroxypropyl)azanediyl)bis(butane-4,1-diyl) (2Z,2'Z)-bis(3-pentyltridec-2-enoate)